OC1CCOC1CO 4-hydroxy-5-(hydroxymethyl)tetrahydrofuran